(S)-N-(1-(6-bromo-2-(methylthio)thiazolo[4,5-b]pyridin-5-yl)-2-(3,5-difluorophenyl)ethyl)-2-methylpropane-2-sulfinamide BrC=1C=C2C(=NC1C(CC1=CC(=CC(=C1)F)F)N[S@@](=O)C(C)(C)C)N=C(S2)SC